1H-purin-2-amine N1C(=NC2=NC=NC2=C1)N